O1CCC(CC1)C1=C(C=CC=C1)C=1N=NN(N1)C(C1=CC=CC=C1)(C1=CC=CC=C1)C1=CC=CC=C1 4-(tetrahydro-2H-pyran-4-yl)-3-(2-trityl-2H-tetrazol-5-yl)benzene